Cl.C1(=CC=C2C=CC3=CC=CC4=CC=C1C2=C34)CN 1-pyrenemethylamine HCl